C(C)N(C1=CC(=CC=C1)C)CC(CS(=O)(=O)O)O.[Na] sodium N-ethyl-N-(2-hydroxy-3-sulfopropyl)-meta-methylaniline